[Si](C1=CC=CC=C1)(C1=CC=CC=C1)(C(C)(C)C)OCC1C(C(N(C1)C=1C=C2C(=NC=NC2=CC1)NC1=CC(=C(C=C1)OC1=CC=2N(C=C1)N=CN2)C)=O)=C 4-{[(tert-butyldiphenylsilyl)oxy]methyl}-1-{4-[(3-methyl-4-{[1,2,4]triazolo[1,5-a]pyridin-7-yloxy}phenyl)amino]quinazolin-6-yl}-3-methylidenepyrrolidin-2-one